(trans)-ethylene diisocyanate C(CN=C=O)N=C=O